COC(=O)C=1N=NC(=CC1Cl)C1=C(C=CC=C1F)F 4-chloro-6-(2,6-difluorophenyl)pyridazine-3-carboxylic acid methyl ester